ClC1=CC=C(CN2C(N3C(C4=C2C=C(C=N4)N4CCOCC4)=NCC3C3=CC=CC=C3)=O)C=C1 6-(4-chlorobenzyl)-8-(morpholin-4-yl)-3-phenyl-2,6-dihydroimidazo[1,2-c]pyrido[2,3-e]pyrimidin-5(3H)-one